2-((((9H-Fluoren-9-yl)methoxy)carbonyl)(methyl)amino)-4-(6-methoxypyridin-3-yl)butanoic acid C1=CC=CC=2C3=CC=CC=C3C(C12)COC(=O)N(C(C(=O)O)CCC=1C=NC(=CC1)OC)C